2-methyl-5-[3-(methylamino)azetidin-1-yl]benzamide CC1=C(C(=O)N)C=C(C=C1)N1CC(C1)NC